L-phenylalanyl-L-phenylalanine methyl ester hydrochloride Cl.COC([C@@H](NC([C@@H](N)CC1=CC=CC=C1)=O)CC1=CC=CC=C1)=O